C(C)(=O)OC[C@H](NC([C@@H](NC(=O)C=1N=C(SC1)C1=CC=C(C=C1)OCCOC)CO[Si](C)(C)C(C)(C)C)=O)C(=O)OC Methyl O-acetyl-N-(O-(tert-butyldimethylsilyl)-N-(2-(4-(2-methoxyethoxy)phenyl)thiazole-4-carbonyl)-L-seryl)-L-serinate